BrC=1C=2N(C=CC1)C(=NC2)CNC(=O)C2[C@H]1CN(C[C@@H]2C1)C(=O)OC(C)(C)C tert-butyl (1R,5S,6r)-6-(((8-bromoimidazo[1,5-a]pyridin-3-yl)methyl)carbamoyl)-3-azabicyclo[3.1.1]heptane-3-carboxylate